2,6-bis(4-phenylphenyl)-1-[2,6-bis(2,3,4,5,6-pentamethylphenyl)phenyl]-phosphocyclohexane C1(=CC=CC=C1)C1=CC=C(C=C1)C1C(C(CCC1)C1=CC=C(C=C1)C1=CC=CC=C1)(C1=C(C=CC=C1C1=C(C(=C(C(=C1C)C)C)C)C)C1=C(C(=C(C(=C1C)C)C)C)C)P(=O)=O